2-fluorocyclopropane-1-carboxamide dihydrochloride Cl.Cl.FC1C(C1)C(=O)N